C(C=C)(=O)N1[C@H]([C@@H](N(CC1)S(=O)(=O)C)C1=CC(=NC(=C1)Cl)C1=CC(=NC=N1)C(=O)NC)CO trans-6-(4-(4-acryloyl-3-(hydroxymethyl)-1-(methylsulfonyl)piperazin-2-yl)-6-chloropyridin-2-yl)-N-methylpyrimidine-4-carboxamide